N-(4-cyanophenyl)-5-(3,4,5-trimethoxyphenyl)-[1,2,4]triazolo[1,5-c]pyrimidin-2-amine C(#N)C1=CC=C(C=C1)NC1=NN2C(=NC=CC2=N1)C1=CC(=C(C(=C1)OC)OC)OC